ON=CC1=CCC(CC1)C(C)(C)O 2-{4-[(hydroxyimino)methyl]cyclohex-3-en-1-yl}propan-2-ol